5,5-Diphenyl-acridine C1(=CC=CC=C1)C1(C=2N=C3C=CC=CC3=CC2C=CC1)C1=CC=CC=C1